ClC1=NC2=C(C(=C(C(=C2C(N1)=O)F)Cl)C=1C(=CC=C2C=NN(C12)C)F)F 2,6-dichloro-5,8-difluoro-7-(6-fluoro-1-methyl-1H-indazol-7-yl)quinazolin-4(3H)-one